(R)-4-((1-(phenylmethyloxy)prop-2-yl)oxy)-3-nitro-2-(prop-1-en-2-yl)pyridine C1(=CC=CC=C1)COC[C@@H](C)OC1=C(C(=NC=C1)C(=C)C)[N+](=O)[O-]